C(C)(C)(C)C(CN(C(=O)O[C@H](C)C1=CC=C(C=C1)OC)C)OCCOCCNS(=O)(=O)C1=CC=C(C=C1)[N+](=O)[O-] (R)-1-(4'-methoxyphenyl)ethanol tert-butyl-N-methyl-N-[2-[2-[2-[(4-nitrophenyl)sulfonylamino]ethoxy]ethoxy]ethyl]carbamate